(S)-9-(1-(4-(2H-1,2,3-triazol-2-yl)phenyl)ethyl)-2-(2-isopropylphenyl)-7,9-dihydro-8H-purin-8-one N=1N(N=CC1)C1=CC=C(C=C1)[C@H](C)N1C2=NC(=NC=C2NC1=O)C1=C(C=CC=C1)C(C)C